methyl 6-((tert-butoxycarbonyl) amino)-2-(4-cyanophenyl)-3-fluoropyridine-4-carboxylate C(C)(C)(C)OC(=O)NC1=CC(=C(C(=N1)C1=CC=C(C=C1)C#N)F)C(=O)OC